O1COC2=C1C=CC(=C2)OC2=NC=CC=C2C(=O)NCC2=C(C=C(O[C@@H](C(=O)O)C)C=C2)F 2-[4-[[[[2-(1,3-benzodioxol-5-yloxy)-3-pyridinyl]carbonyl]amino]methyl]-3-fluorophenoxy]-(2R)-propanoic acid